2-benzyloxycarbonylethyl 3-(4,9-dioxo-4,9-dihydro-naphtho[2,3-b]furan-2-yl)-3-oxo-propionate O=C1C2=CC=CC=C2C(C=2OC(=CC21)C(CC(=O)OCCC(=O)OCC2=CC=CC=C2)=O)=O